ClC=1C(=CC(=C(C(=O)NC2=CC(=NC=C2)S(NC[C@@H]2CNCC2)(=O)=O)C1)OC1=C(C=C(C=C1)F)C)C(F)(F)F (S)-5-chloro-2-(4-fluoro-2-methylphenoxy)-N-(2-(N-(pyrrolidin-3-ylmethyl)sulfamoyl)pyridin-4-yl)-4-(trifluoromethyl)benzamide